N-[4-[2-chloro-3-(4-methylpiperazin-1-yl)phenoxy]-6-(o-tolyl)-5-(1,1,2,2,2-pentafluoroethyl)pyrimidin-2-yl]-1-methyl-pyrazole-4-sulfonamide ClC1=C(OC2=NC(=NC(=C2C(C(F)(F)F)(F)F)C2=C(C=CC=C2)C)NS(=O)(=O)C=2C=NN(C2)C)C=CC=C1N1CCN(CC1)C